N1C(C=NC12CCNCC2)=S 1,4,8-triazaspiro[4.5]dec-3-ene-2-thione